C1(CC1)[C@@]1(NC(NC1=O)=O)CNC(=O)C1=NN(N=C1)C1=CC(=CC=C1)F N-{[(4R)-4-cyclopropyl-2,5-dioxoimidazolidin-4-yl]methyl}-2-(3-fluorophenyl)-2H-1,2,3-triazole-4-carboxamide